S\1ONO/C1=C\C1=CC=C(OC2CCC(CC2)NC(N)=O)C=C1 3-((1r,4R)-4-{4-[(E)-(2,4-Dioxathiazolidine-5-ylidene)methyl]phenoxy}cyclohexyl)urea